OC1=C(C=CC2=CC=CC=C12)C(=O)NN=C(C)C 1-hydroxy-N'-(1-methylethylidene)-2-naphthoylhydrazine